N-(5-(2-chloro-5-fluorophenyl)-8-(1-cyclopropyl-1H-pyrazol-4-yl)-2-carbonyl-2,3,4,5-tetrahydro-1H-benzo[d]azepin-6-yl)-3-fluoro-5-(trifluoromethyl)benzamide ClC1=C(C=C(C=C1)F)C1C2=C(CC(NC1)=C=O)C=C(C=C2NC(C2=CC(=CC(=C2)C(F)(F)F)F)=O)C=2C=NN(C2)C2CC2